CC1=CC=C(C=C1)C1CCN(CC1)C(=O)NC1=C(C=CC=C1)[C@@H]1CN[C@H](CO1)C(C)C 4-(4-methylphenyl)-N-{2-[(2R,5S)-5-(propan-2-yl)morpholin-2-yl]phenyl}piperidine-1-carboxamide